5-chloro-N-((1r,4r)-4-((3-(1-(2-hydroxyethyl)-1H-pyrazolo[3,4-b]pyridin-5-yl)-2-oxo-2,3-dihydro-1H-benzo[d]imidazol-1-yl)methyl)cyclohexyl)-2-methylnicotinamide ClC=1C=NC(=C(C(=O)NC2CCC(CC2)CN2C(N(C3=C2C=CC=C3)C=3C=C2C(=NC3)N(N=C2)CCO)=O)C1)C